9-chloro-2,3,4,5-tetrahydro-1,4-benzothiazepine-4-carboxylic acid tert-butyl ester-1,1-dioxide C(C)(C)(C)OC(=O)N1CCS(C2=C(C1)C=CC=C2Cl)(=O)=O